ClC=1C=C(C=C(C1)F)N(C(NCC1CCC(CC1)COCC(=O)O)=O)C1=CC=CC=C1 2-((4-((3-(3-chloro-5-fluorophenyl)-3-phenylureido)methyl)cyclohexyl)methoxy)acetic acid